C1(CC1)N1N=CC(=C1)[C@H]1C=C(CCO1)C1=CC2=C(C=NN(C2=O)C)C(=N1)C1=C(C=C(C=C1)F)F 7-[(6R)-6-(1-cyclopropylpyrazol-4-yl)-3,6-dihydro-2H-pyran-4-yl]-5-(2,4-difluorophenyl)-2-methyl-pyrido[3,4-d]pyridazin-1-one